2-chloro-N-(3,3,3-trifluoro-2-hydroxy-2-(thiophen-2-yl)propyl)acetamide ClCC(=O)NCC(C(F)(F)F)(C=1SC=CC1)O